C(C)(=O)NCCC=1N([C@H]2[C@H](S)[C@H](O)[C@@H](CO)O2)C=2N=C(NC(C2N1)=O)N 8-Acetamidoethyl-thioguanosine